1-(2,4-dichlorophenyl)-3-ethyl-3-aza-bicyclo[3.1.0]hexane ClC1=C(C=CC(=C1)Cl)C12CN(CC2C1)CC